3-methyl-2,4-diphenyl-9H-indeno[2,1-b]pyridine CC=1C(=C2C(=NC1C1=CC=CC=C1)CC=1C=CC=CC12)C1=CC=CC=C1